(9-benzyl-9-fluorenyl)dicyclohexylphosphonium tetrafluoroborate F[B-](F)(F)F.C(C1=CC=CC=C1)C1(C2=CC=CC=C2C=2C=CC=CC12)[PH+](C1CCCCC1)C1CCCCC1